C(C=C)C=1C=C(C(=C(C#N)C1)CO)C1=CC2=C(NC=N2)C=C1 5-allyl-2-(hydroxymethyl)-3-(1H-benzimidazol-5-yl)benzonitrile